(R,Z)-3-((5-(bicyclo[1.1.1]pentan-1-yl)-3-(2-methoxyethyl)-2-methyl-7-(methylthio)-1,1-dioxido-2,3,4,5-tetrahydrobenzo[f][1,2,5]thiadiazepin-8-yl)oxy)-2-fluoroacrylic acid C12(CC(C1)C2)N2C[C@H](N(S(C1=C2C=C(C(=C1)O\C=C(\C(=O)O)/F)SC)(=O)=O)C)CCOC